methyl 5-{3-[(3-bromo-5-fluorophenyl)methoxy]-5-fluoropyridin-2-yl}-1-methylpyrrole-3-carboxylate BrC=1C=C(C=C(C1)F)COC=1C(=NC=C(C1)F)C1=CC(=CN1C)C(=O)OC